COC=1C=C(C(=O)NC)C=C(C1)OC1=NC=CC=C1C1=CC(=NC=C1)OC 3-methoxy-5-((2'-methoxy-[3,4'-bipyridin]-2-yl)oxy)-N-methylbenzamide